CN(C)C1=CC=CC=C1C2=CC=CC=C2P(C3CCCCC3)C4CCCCC4 2-dicyclohexylphosphino-2'-(N,N-dimethylamino)biphenyl